C(C)(C)(C)OC(NCCCOC1=NC(=C2N=C(N(C2=N1)CC1=CC(=CC=C1)Br)Br)N)=O (3-((6-amino-8-bromo-9-(3-bromobenzyl)-9H-purin-2-yl)oxy)propyl)carbamic acid tert-butyl ester